ClC1=C(C=C(C=C1)OC(F)(F)F)C1=NN=C(O1)C(=O)OCC ethyl 5-(2-chloro-5-(trifluoromethoxy) phenyl)-1,3,4-oxadiazole-2-carboxylate